ClC=1C(=C(C(=CC1N1CC(CC1)CC1CCN(CC1)C)F)S(=O)(=O)NC1=NC(=CC=C1)F)F 3-chloro-2,6-difluoro-N-(6-fluoropyridin-2-yl)-4-(3-((1-methylpiperidin-4-yl)methyl)pyrrolidin-1-yl)benzenesulfonamide